1-benzyl-2-(3-fluorophenyl)-1H-benzo[d]imidazole-6-carbonitrile C(C1=CC=CC=C1)N1C(=NC2=C1C=C(C=C2)C#N)C2=CC(=CC=C2)F